6-(tert-Butoxycarbonylamino)hexyl methanesulfonate CS(=O)(=O)OCCCCCCNC(=O)OC(C)(C)C